ethyl-3-bromo-1-(3-chloro-2-pyridinyl)-1H-pyrazole C(C)C=1C(=NN(C1)C1=NC=CC=C1Cl)Br